COC(=O)C1=NC(=C(C(=C1C=C)N)F)C1=CC=C(C=C1)Br 4-amino-6-(4-bromophenyl)-5-fluoro-3-vinyl-pyridine-2-carboxylic acid methyl ester